C(C)[C@@H]1CN(C[C@@H]1C1=CN=C2N1C1=C(N=C2)N(C=C1)C([C@@H](C)C1=CC=C(C=C1)CC(C)C)=O)C(=O)NCC(F)(F)F (3S,4R)-3-ethyl-4-(3-((S)-2-(4-isobutylphenyl)propionyl)-3H-imidazo[1,2-a]pyrrolo[2,3-e]pyrazin-8-yl)-N-(2,2,2-trifluoroethyl)pyrrolidine-1-carboxamide